(S)-8-(3,3-difluoro-4-((5-(trifluoromethyl)pyridazin-3-yl)oxy)pyrrolidin-1-yl)-6-(2,4-dimethoxypyrimidin-5-yl)-3-fluoroimidazo[1,2-b]pyridazine FC1(CN(C[C@@H]1OC=1N=NC=C(C1)C(F)(F)F)C=1C=2N(N=C(C1)C=1C(=NC(=NC1)OC)OC)C(=CN2)F)F